5-[6-(5-Cyclopropyl-[1,3,4]oxadiazol-2-yl)-5-isopropyl-pyrrolo[2,1-f][1,2,4]triazin-4-ylamino]-2,4-difluoro-N-methoxy-benzamide C1(CC1)C1=NN=C(O1)C=1C(=C2C(=NC=NN2C1)NC=1C(=CC(=C(C(=O)NOC)C1)F)F)C(C)C